C(C)OC(=O)C1=CC=C(C=C1)COC1=C(C=CC=C1)C(NC=1C=NC=CC1)=O 4-((2-(pyridin-3-ylcarbamoyl)phenoxy)methyl)benzenecarboxylic acid ethyl ester